(4-(pyridin-4-ylmethyl)thiazol-2-yl)methanol N1=CC=C(C=C1)CC=1N=C(SC1)CO